O1[C@@H]([C@@H](OCC(=O)[O-])C(=O)C=2C(O)=CC(O)=CC12)C1=CC=C(O)C=C1 aromadendrin-3-O-acetate